COC1=C(C(=CC=C1C(F)(F)F)OC)S(=O)(=O)Cl 2,6-Dimethoxy-3-(trifluoromethyl)benzene-sulfonyl chloride